5-Azido-2-nitrobenzoyloxysuccinimide N(=[N+]=[N-])C=1C=CC(=C(C(=O)OC2C(=O)NC(C2)=O)C1)[N+](=O)[O-]